(4-(aminomethyl)piperidin-1-yl)(4-((3-(2,4-dichloro-phenyl)imidazo[1,2-a]pyrazin-8-yl)amino)-2-methylphenyl)methanone NCC1CCN(CC1)C(=O)C1=C(C=C(C=C1)NC=1C=2N(C=CN1)C(=CN2)C2=C(C=C(C=C2)Cl)Cl)C